C(C)N1C[C@@H](CCC1)NC=1C(N(C(=NN1)C1=C(C=C(C=C1)OC(F)(F)F)O)C)=O 6-[[(3R)-1-ethyl-3-piperidinyl]amino]-3-[2-hydroxy-4-(trifluoromethoxy)phenyl]-4-methyl-1,2,4-triazin-5-one